C(=O)O.FC=1C=C(C=C(C1)F)CC=1C=C2C(=NNC2=CC1)NC(C1=CC=C(C=C1)CCN1CCC(CC1)C1=CC=C(C=C1)NC1C(NC(CC1)=O)=O)=O N-[5-[(3,5-difluorophenyl)methyl]-1H-indazol-3-yl]-4-[2-[4-[4-[(2,6-dioxo-3-piperidyl)amino]phenyl]-1-piperidyl]ethyl]benzamide formate